C1(CC1)C(=O)NC=1N=CC(=NC1)N1C[C@@H]2OCCN([C@H]2CC1)C(=O)NC=1C(N(C=C(C1)C(F)(F)F)C)=O (4aS,8aS)-6-(5-(cyclopropanecarboxamido)pyrazin-2-yl)-N-(1-methyl-2-oxo-5-(trifluoromethyl)-1,2-dihydropyridin-3-yl)octahydro-1H-pyrido[3,4-b][1,4]oxazine-1-carboxamide